2-(2,2'-dimethyl-3'-(3-(2-oxo-1,9-diazaspiro[5.5]undec-9-yl)propoxy)-[1,1'-biphenyl]-3-yl)thiazole-5-carbaldehyde CC1=C(C=CC=C1C=1SC(=CN1)C=O)C1=C(C(=CC=C1)OCCCN1CCC2(CCCC(N2)=O)CC1)C